(E)-3-(2-(4-(2-(4-chlorophenyl)acetyl)piperazin-1-yl)phenyl)-N-hydroxyacrylamide ClC1=CC=C(C=C1)CC(=O)N1CCN(CC1)C1=C(C=CC=C1)/C=C/C(=O)NO